N-(2-propyn-1-yl)-2-thiazolamine C(C#C)NC=1SC=CN1